NCCCCCCCC(=O)N[C@H](C(=O)N1[C@@H](C[C@H](C1)O)C(=O)NCC1=CC=C(C=C1)C1=C(N=CS1)C)C(C)(C)C (2S,4R)-1-((S)-2-(8-aminocaprylamido)-3,3-dimethylbutyryl)-4-hydroxy-N-(4-(4-methylthiazol-5-yl)benzyl)pyrrolidine-2-carboxamide